C1(CC1)N1N=CC(=C1)C=1C=C(C=CC1)N(C(=O)[C@@H]1CC[C@H](CC1)OC(=O)NCC(=O)O)C[C@@H]1CC[C@H](CC1)C1=CC(=C(C=C1)OC)C 2-((((trans-4-((3-(1-Cyclopropyl-1H-pyrazol-4-yl)phenyl)((trans-4-(4-methoxy-3-methylphenyl)cyclohexyl)methyl)carbamoyl)-cyclohexyl)oxy)carbonyl)amino)acetic acid